FC(C(C=O)C)(F)F 3,3,3-trifluoro-2-methylpropanal